C1([C@H](O)[C@H](O)[C@H](O1)CO)C(=N)N ribosyl-formamidine